N,N-diisopropylisobutyramide CC(C)C(=O)N(C(C)C)C(C)C